C(C1=CC=CC=C1)NC(N(C)CC1=C(N=NN1C)C1=CC=C(C(=N1)C)O[C@@H]1C[C@H](CCC1)C(=O)OC)=O Methyl (1S,3S)-3-((6-(5-((3-benzyl-1-methylureido)methyl)-1-methyl-1H-1,2,3-triazol-4-yl)-2-methylpyridin-3-yl)oxy)cyclohexane-1-carboxylate